diethyl (6-((5R,7S)-7-((2H-pyrazolo[3,4-c]pyridin-2-yl)methyl)-7-methyl-2-oxo-1-oxo-3-azaspiro[4.5]dec-3-yl)pyridin-3-yl)phosphonate N=1N(C=C2C1C=NC=C2)C[C@@]2(C[C@@]1(CN(C(C1=O)=O)C1=CC=C(C=N1)P(OCC)(OCC)=O)CCC2)C